NC(C(CC=1C(NC2=CC(=CC=C2C1)C)=O)NC(OC(C)(C)C)=O)=O tert-Butyl (1-amino-3-(7-methyl-2-oxo-1,2-dihydroquinolin-3-yl)-1-oxopropan-2-yl)carbamate